(S)-4-((2-(3,5-dimethyl-1H-pyrazol-1-yl)ethyl)(4-(5,6,7,8-tetrahydro-1,8-naphthyridin-2-yl)butyl)amino)-2-((5-(trifluoromethyl)pyrimidin-2-yl)amino)butanoic acid CC1=NN(C(=C1)C)CCN(CC[C@@H](C(=O)O)NC1=NC=C(C=N1)C(F)(F)F)CCCCC1=NC=2NCCCC2C=C1